Cl.FC(C(CO)(O)C)F 3,3-difluoro-2-methylpropane-1,2-diol hydrochloride